7-(1-(adamantan-1-ylmethyl)-5-methyl-1H-pyrazol-4-yl)-3-(6-chloro-5-methylpyridazin-3-yl)imidazo[1,2-a]pyridine-8-carboxylic acid methyl ester COC(=O)C=1C=2N(C=CC1C=1C=NN(C1C)CC13CC4CC(CC(C1)C4)C3)C(=CN2)C=2N=NC(=C(C2)C)Cl